OC=1C=C(C=NC1)C=1C=C(C=C(C1)OC(C)C)CN1CCN(CC1)C1=CC=C(C(=O)NS(=O)(=O)C2=CC(=C(C=C2)NCCSC2=CC=CC=C2)C(F)(F)F)C=C1 4-[4-[[3-(5-Hydroxypyridin-3-yl)-5-propan-2-yloxyphenyl]methyl]piperazin-1-yl]-N-[4-(2-phenylsulfanylethylamino)-3-(trifluoromethyl)phenyl]sulfonylbenzamide